5-(4-fluorophenyl)-2-(1-isopropyl-benzotriazol-5-yl)thiazole FC1=CC=C(C=C1)C1=CN=C(S1)C1=CC2=C(N(N=N2)C(C)C)C=C1